n-eicosyl-amide C(CCCCCCCCCCCCCCCCCCC)[NH-]